2-[3-[[7-[(5-methyl-1H-pyrazol-3-yl)amino]-1,6-naphthyridin-5-yl]amino]-1-bicyclo[1.1.1]pentyl]acetonitrile CC1=CC(=NN1)NC1=NC(=C2C=CC=NC2=C1)NC12CC(C1)(C2)CC#N